(6-(3-(tert-Butyl)phenoxy)-2-azaspiro[3.3]heptan-2-yl)((1s,3s)-3-hydroxy-3-methylcyclobutyl)methanone C(C)(C)(C)C=1C=C(OC2CC3(CN(C3)C(=O)C3CC(C3)(C)O)C2)C=CC1